3-(1-oxo-4-(piperidin-4-ylethynyl)isoindol-2-yl)piperidin O=C1N(CC2=C(C=CC=C12)C#CC1CCNCC1)C1CNCCC1